FC1(CCC(CC1)C=1C=2N(C=C(C1)N)C=CN2)F 8-(4,4-difluorocyclohexyl)imidazo[1,2-a]pyridine-6-amine